COC(=O)N1CC=2C3=C(C=CC2CC1)N(C(=N3)[C@@H]3C[C@H](CCC3)C(=O)O)[C@H](CC3=C(C=CC=C3)C)C (1S,3S)-3-[8-(methoxycarbonyl)-3-[(2S)-1-(2-methylphenyl)propan-2-yl]-3H,6H,7H,8H,9H-imidazo[4,5-h]isoquinolin-2-yl]cyclohexane-1-carboxylic acid